C(CCCCCCCCCCCCCCC)OC1=CC=C(C=C1)S(=O)(=O)C=1C=NC2=CC=C(C=C2C1N1CCC(CC1)N1CCC(CC1)N1CCN(CC1)CCO)S(=O)C 2-(4-(1'-(3-((4-(hexadecyloxy)phenyl)sulfonyl)-6-(methylsulfinyl)quinolin-4-yl)-[1,4'-bipiperidin]-4-yl)piperazin-1-yl)ethanol